N-ethyl-N-propyl-2,3-dihydroxypropylamine C(C)N(CCC)CC(CO)O